[N+](=O)([O-])C1=CC=C(C=C1)N1CCN(CC1)C1CC2(C1)CCN(CC2)C(=O)OC(C)(C)C tert-butyl 2-(4-(4-nitrophenyl) piperazin-1-yl)-7-azaspiro[3.5]nonane-7-carboxylate